selenium Selenium [Se].[Se]